2-{[2-(dimethylamino)ethyl]methylamino}ethanol CN(CCN(CCO)C)C